C(C)N(C(OCC(COC(N(CC)CC)=O)(C)C)=O)CC 2,2-dimethylpropane-1,3-diyl bis(diethylcarbamate)